(R)-N-(2-ethoxy-4-(4-(4-methylpiperazin-1-yl)piperidin-1-yl)phenyl)-6-(3-phenylisoxazolidin-2-yl)pyrimidin-4-amine C(C)OC1=C(C=CC(=C1)N1CCC(CC1)N1CCN(CC1)C)NC1=NC=NC(=C1)N1OCC[C@@H]1C1=CC=CC=C1